CN1C(N(C2=C1C(=CC=C2)CC[C@H]2CNCCO2)C2C(NC(CC2)=O)=O)=O 3-[3-Methyl-4-[2-[(2S)-morpholin-2-yl]ethyl]-2-oxo-benzoimidazol-1-yl]piperidine-2,6-dione